N1N=CC(=C1)C1=CC=C(C=C1)NC1=NC(=NC=C1F)C=1C=C2CCN(CC2=CC1)C(=O)C1CC(C1)(F)F (6-(4-((4-(1H-pyrazol-4-yl)phenyl)amino)-5-fluoropyrimidin-2-yl)-3,4-dihydroisoquinolin-2(1H)-yl)(3,3-difluorocyclobutyl)methanone